BrC=1C=NC=C(C1)Br 3,5-dibromo-pyridIne